(2-amino-5,6,7,8-tetrahydro-4H-cyclohepta[b]thiophen-3-yl)(2,6-difluoro-phenyl)methanone NC1=C(C2=C(S1)CCCCC2)C(=O)C2=C(C=CC=C2F)F